(4-Hydroxy-4-methylpiperidin-1-yl)-N-(6-(1-methyl-1H-pyrazol-4-yl)pyridin-2-yl)-2-morpholinooxazolo[4,5-b]pyridine-6-carboxamide OC1(CCN(CC1)C1=C(C=C2C(=N1)N=C(O2)N2CCOCC2)C(=O)NC2=NC(=CC=C2)C=2C=NN(C2)C)C